FC1=CC(=C(C=C1)NC1=C(C(=O)NC=2C(=NC(=NC2C)OC)C)C=CC(=C1)C(F)(F)F)C 2-((4-fluoro-2-methylphenyl)-amino)-N-(2-methoxy-4,6-dimethylpyrimidin-5-yl)-4-(trifluoromethyl)-benzamide